tert-butyl 4-[[5-[3-[3-amino-6-[2-(methoxymethoxy)-phenyl]pyridazin-4-yl]-3,8-diazabicyclo[3.2.1]octan-8-yl]-2-pyridyl]oxymethyl]piperidine-1-carboxylate NC=1N=NC(=CC1N1CC2CCC(C1)N2C=2C=CC(=NC2)OCC2CCN(CC2)C(=O)OC(C)(C)C)C2=C(C=CC=C2)OCOC